C1N(CC2=CC=CC=C12)C1C(NC(C1)=O)=O 3-(isoindolin-2-yl)pyrrolidine-2,5-dione